COC1=C(C=C(C(=O)OC)C=C1)OP(=O)(O)O methyl 4-methoxy-3-(phosphonooxy)benzoate